N-{[2-(2,6-dioxopiperidin-3-yl)-1,3-dioxoisoindol-4-yl]methyl}hexanamide O=C1NC(CCC1N1C(C2=CC=CC(=C2C1=O)CNC(CCCCC)=O)=O)=O